O(C1=CC=CC=C1)CC(CC(C)=O)=O.[Zn] zinc 1-phenoxy-2,4-pentanedione